Cl.FC(C(C)OC1=CC=C(C=C1)CN)(F)F (4-((1,1,1-trifluoropropan-2-yl)oxy)phenyl)methanamine hydrochloride